1-[(2,3-difluorophenyl)methyl]-1,2,4-triazole-3-carboxylic acid FC1=C(C=CC=C1F)CN1N=C(N=C1)C(=O)O